4-((2R,4R)-4-((2,2-difluoroethyl)amino)-1-((5-methoxy-7-methyl-1H-indol-4-yl)methyl)piperidin-2-yl)benzoic acid FC(CN[C@H]1C[C@@H](N(CC1)CC1=C2C=CNC2=C(C=C1OC)C)C1=CC=C(C(=O)O)C=C1)F